O1C(OCC1)C=1C=C(C=CC1F)N1CCN(CC1)C(=O)OC(C)(C)C tert-butyl 4-(3-(1,3-dioxolan-2-yl)-4-fluorophenyl)piperazin-1-carboxylate